CC(CCC)O[Si](O[SiH](C)C)(C)C 1-(1'-methylbutoxy)-1,1,3,3-tetramethyldisiloxane